CN1N=NN=C1C(C1=CC=CC=C1)=NOCC1=CC=CC(=N1)NC(OC(C)(C)C)=O tert-butyl N-[6-[[[(1-methyltetrazol-5-yl)-phenyl-methylene]amino]oxymethyl]-2-pyridyl]-carbamate